2-((3-(4-chloro-2-fluoro-phenyl)-5-methyl-triazol-4-yl)methyl)-5-(4-(cyclopropane-carbonyl)piperazin-1-yl)pyridazin-3-one ClC1=CC(=C(C=C1)N1N=NC(=C1CN1N=CC(=CC1=O)N1CCN(CC1)C(=O)C1CC1)C)F